N5-((R)-2-Cyclopropyl-3-oxo-3-(((S)-11-oxo-2,3,10,11-tetrahydro-1H,5H-benzo[d]pyrazolo[1,2-a][1,2]diazepin-10-yl)amino)propyl)-N2-ethyl-4-methylthiazol-2,5-dicarboxamid C1(CC1)[C@H](CNC(=O)C1=C(N=C(S1)C(=O)NCC)C)C(N[C@H]1C2=C(CN3N(C1=O)CCC3)C=CC=C2)=O